6-(3-chloro-2-fluoro-phenyl)-5-[4-[(3S)-1-(3-fluoropropyl)pyrrolidin-3-yl]oxyphenyl]8,9-dihydro-7H-benzo[7]annulen-2-ol ClC=1C(=C(C=CC1)C1=C(C2=C(CCC1)C=C(C=C2)O)C2=CC=C(C=C2)O[C@@H]2CN(CC2)CCCF)F